N1(CCCC1)CCOC1=CC(=C2CNC(C2=C1)=O)C(F)(F)F 6-(2-(pyrrolidin-1-yl)ethoxy)-4-(trifluoromethyl)isoindolin-1-one